methyl 2-[tert-butoxycarbonyl-[3-(3,6-dichloro-5-methyl-pyridazin-4-yl)propyl]amino]-5-[3-[4-[3-[tert-butyl(dimethyl)silyl]oxypropyl]-2-fluoro-phenoxy]propyl]thiazole-4-carboxylate C(C)(C)(C)OC(=O)N(C=1SC(=C(N1)C(=O)OC)CCCOC1=C(C=C(C=C1)CCCO[Si](C)(C)C(C)(C)C)F)CCCC1=C(N=NC(=C1C)Cl)Cl